2-(4,4-difluoropiperidin-1-yl)-6-methoxy-N-(2-methoxyethyl)-7-(3-(pyrrolidin-1-yl)propoxy)quinazolin-4-amine FC1(CCN(CC1)C1=NC2=CC(=C(C=C2C(=N1)NCCOC)OC)OCCCN1CCCC1)F